OC1=C(C=O)C(=CC(=C1O)O)C 2,3,4-TRIHYDROXY-6-METHYL-BENZALDEHYDE